BrC1=C(C=C(C=C1)Br)C1=C(C=CC(=C1)Br)Br 2,2',5,5'-tetrabromobiphenyl